OC1=C(C=C(C=C1C(C)CC)C(C)CC)N1N=C2C(=N1)C=CC(=C2)OC 2-(2'-hydroxy-3,5'-di-sec-butylphenyl)-5-methoxybenzotriazole